vanadium oxygen oxide O=O.[V]